CCOC1C=CC2C=CC(=O)OC=2C=1 Ethoxycoumarin